1-(4-benzyl-2-methyl-3-oxo-3,4-dihydro-2H-benzo[b][1,4]thiazin-6-yl)-3-phenylurea C(C1=CC=CC=C1)N1C2=C(SC(C1=O)C)C=CC(=C2)NC(=O)NC2=CC=CC=C2